4-((((9H-fluoren-9-yl)methoxy)carbonyl)amino)-5-sulfopentanoic acid C1=CC=CC=2C3=CC=CC=C3C(C12)COC(=O)NC(CCC(=O)O)CS(=O)(=O)O